ClCCCCCCOCCOCCNC(CCOCCOCCOCCNC(COCC1COC=2C(O1)=CSC2)=O)=O N-(2-(2-((6-chlorohexyl)oxy)ethoxy)ethyl)-3-((1-(2,3-dihydrothieno[3,4-b][1,4]dioxin-2-yl)-4-oxo-2,8,11-trioxa-5-azatridecan-13-yl)oxy)propanamide